COC(=O)C=1C(=C(C=CC1)C1=C(C=CC=C1)OC)CBr (bromomethyl)-2'-methoxy-[1,1'-biphenyl]-3-carboxylic acid methyl ester